8-(1-aminoethyl)-6-methyl-2-(2-methylindol-5-yl)chromen-4-one NC(C)C=1C=C(C=C2C(C=C(OC12)C=1C=C2C=C(NC2=CC1)C)=O)C